ClCCC(=O)N[C@@H](CC1=CC=CC=C1)C(=O)O (3-chloropropionyl)-L-phenylalanine